SCCC[Si](C)(C)OC γ-mercaptopropylmethoxydimethylsilane